BrCCCCCCCC(=O)N1CCN(CC1)CCNC=1C=C2C(N(C(C2=CC1)=O)C1C(NC(CC1)=O)=O)=O 5-{{2-[4-(8-bromooctanoyl)piperazin-1-yl]ethyl}amino}-2-(2,6-dioxopiperidin-3-yl)isoindoline-1,3-dione